3-(4-pyrimidin-2-ylpyridazin-1-ium-1-yl)propionic acid hydrogensulfate S(=O)(=O)(O)[O-].N1=C(N=CC=C1)C1=CN=[N+](C=C1)CCC(=O)O